P([O-])([O-])[O-].[Zn+2].[Al+3].[Ca+2] calcium aluminum zinc phosphite salt